FC(C(C)(O)C1=C(C(=O)N)C=CC=N1)(F)F (1,1,1-trifluoro-2-hydroxypropan-2-yl)nicotinamide